4-[(3S)-oxolan-3-yl]-1,3-benzothiazole O1C[C@@H](CC1)C1=CC=CC2=C1N=CS2